(4-chlorotolylmethyl)ethylmethoxysilane ClC1=CC(=C(C=C1)C)C[SiH](OC)CC